methyl (S)-3-((((9H-fluoren-9-yl)methoxy)carbonyl)amino)-4-((2-(4-bromobenzoyl)-4-methoxyphenyl)amino)-4-oxobutanoate C1=CC=CC=2C3=CC=CC=C3C(C12)COC(=O)N[C@@H](CC(=O)OC)C(=O)NC1=C(C=C(C=C1)OC)C(C1=CC=C(C=C1)Br)=O